8-bromo-2,2,4-trimethyl-6-(methylsulfonyl)-2H-1,4-benzoxazin-3(4H)-one BrC1=CC(=CC=2N(C(C(OC21)(C)C)=O)C)S(=O)(=O)C